OC1=CC=C2[C@H]([C@H](COC2=C1)C1=CC=CC=C1)C1=CC=C(C=C1)N1CCN(CC1)CC1=C(C=CC=C1)NC1C(NC(CC1)=O)=O 3-((2-((4-(4-((3S,4R)-7-hydroxy-3-phenylchroman-4-yl)phenyl)piperazin-1-yl)methyl)phenyl)amino)piperidine-2,6-dione